1-amino-4-bromoanthrone NC1=CC=C(C=2CC3=CC=CC=C3C(C12)=O)Br